2-(5-hydroxy-1H-indol-3-yl)-N,N-dimethylacetamide OC=1C=C2C(=CNC2=CC1)CC(=O)N(C)C